1-allylborane C(C=C)B